2,2-dimethyl-N-(5-methyl-5-azaspiro[2.5]oct-8-yl)-3-((3-(trifluoromethyl)pyridin-2-yl)oxy)propanamide CC(C(=O)NC1CCN(CC12CC2)C)(COC2=NC=CC=C2C(F)(F)F)C